C1(CCC1)NC1=NN(C=C1I)CC(=O)OC(C)(C)C tert-butyl 2-[3-(cyclobutylamino)4-iodo-1H-pyrazol-1-yl]acetate